3-hydroxy-3-methyl-1-butanal OC(CC=O)(C)C